CSC=1N=CC2=C(N1)N(C(C=C2C#C[Si](C(C)C)(C(C)C)C(C)C)=O)C2C(NCC2)=O 3-[2-(methylsulfanyl)-7-oxo-5-[2-(triisopropylsilyl)ethynyl]pyrido[2,3-d]pyrimidin-8-yl]pyrrolidin-2-one